C(=O)(OCC1C2=CC=CC=C2C2=CC=CC=C12)N[C@@H](CCCCNC(=O)OCC=C)C(=O)O Nα-Fmoc-Nε-allyloxycarbonyl-L-lysine